N=1ON=C2C1C=CC(=C2)COC2=C(CN[C@H](CO)C(=O)O)C=C(C(=C2)OCC=2C(=C(C=CC2)C2=CC(=CC=C2)CC(=O)N(CC)CC)Cl)Cl (2-(benzo[c][1,2,5]oxadiazol-5-ylmethoxy)-5-chloro-4-((2-chloro-3'-(2-(diethylamino)-2-oxoethyl)-[1,1'-biphenyl]-3-yl)methoxy)benzyl)-D-serine